N-(6-((5-fluorobenzo[d][1,3]dioxol-4-yl)amino)-1H-pyrazolo[3,4-b]pyridin-3-yl)-4-(1-methylpiperidin-4-yl)benzamide FC1=C(C2=C(OCO2)C=C1)NC1=CC=C2C(=N1)NN=C2NC(C2=CC=C(C=C2)C2CCN(CC2)C)=O